FC1(CC1)[C@](CC(=O)N[C@@H](COC)C1=CC(=CC=C1)OC(F)(F)F)(C)O (R)-3-(1-fluorocyclopropyl)-3-hydroxy-N-((R)-2-methoxy-1-(3-(trifluoromethoxy)phenyl)ethyl)butanamide